3-(cyclopropylmethyl)-5-(5,5-dimethyl-1,3,2-dioxaborolan-2-yl)-1,3-benzoxazol-2(3H)-one C1(CC1)CN1C(OC2=C1C=C(C=C2)B2OC(CO2)(C)C)=O